1,2-dimethylquinoline iodine salt [I].CN1C(C=CC2=CC=CC=C12)C